tert-butyl (2R,4s,6S)-4-(4-bromophenoxy)-2,6-dimethylpiperidine-1-carboxylate BrC1=CC=C(OC2C[C@H](N([C@H](C2)C)C(=O)OC(C)(C)C)C)C=C1